O1C=NC2=C1C(=CC=C2)CCCC(=O)N2CCN(CC2)C2=CC=C(C=N2)C#N 6-{4-[4-(1,3-benzoxazol-7-yl)butanoyl]piperazin-1-yl}pyridine-3-carbonitrile